[Sn].[Zr] Zirconium Tin